ClC=1C=C(OC2CCC(CC2)NC(=O)C=2N=NC(=CC2)OC2CC3(C2)CCC(CC3)=O)C=CC1C#N N-[4-(3-chloro-4-cyano-phenoxy)cyclohexyl]-6-(7-oxospiro[3.5]nonan-2-yl)oxy-pyridazine-3-carboxamide